C(#N)C=1C=C(C=CC1F)NC(N(C)[C@H](C)C1=CNC(C2=C(C(=CC=C12)F)F)=O)=O (R)-3-(3-cyano-4-fluorophenyl)-1-(1-(7,8-difluoro-1-oxo-1,2-dihydroisoquinolin-4-yl)ethyl)-1-methylurea